6-Chloro-2-cyano-3-nitropyridine ClC1=CC=C(C(=N1)C#N)[N+](=O)[O-]